methyl 4-(8-tert-butoxycarbonyl-3,8-diazabicyclo[3.2.1]octan-3-yl)-2-methyl-indazole-7-carboxylate C(C)(C)(C)OC(=O)N1C2CN(CC1CC2)C=2C1=CN(N=C1C(=CC2)C(=O)OC)C